N1(N=NC=C1)C[C@H]1N(C[C@@H](C1)N(C(=O)C=1OC(=CN1)C1=C(C=CC(=C1)C#N)C1CC1)C1CC1)C(=O)OC(C)(C)C tert-Butyl (2S,4R)-2-((1H-1,2,3-triazol-1-yl)methyl)-4-(5-(5-cyano-2-cyclopropylphenyl)-N-cyclopropyloxazole-2-carboxamido)pyrrolidine-1-carboxylate